3-(3-Fluoro-4-isopropyl-benzoyl)-3-methyl-azetidine-1-carboxylic acid FC=1C=C(C(=O)C2(CN(C2)C(=O)O)C)C=CC1C(C)C